C1(=CC=CC=C1)N1N=CC=C1C 1-phenyl-5-methyl-1H-pyrazole